3-tert-butyl-3-(3-hydroxyphenyl)propionic acid C(C)(C)(C)C(CC(=O)O)C1=CC(=CC=C1)O